C(CCCCCCCCCCC)(=O)C=1SC2=C(N1)C(=CC1=CC=CC=C12)N 2-dodecanoyl-aminonaphtho[2,1-d]thiazole